C[C@H]1N(CCOC1)C1=CC(=C2C(=N1)C(=NS2)C2=CC=NN2)C2=CN=NN2C (R)-3-methyl-4-(7-(1-methyl-1H-1,2,3-triazol-5-yl)-3-(1H-pyrazol-5-yl)isothiazolo[4,5-b]pyridin-5-yl)morpholine